OC(CS(=O)(=O)O)CCC=C 2-hydroxy-3-allylpropanesulfonic acid